(S)-3-((3-(2-(4-chlorophenyl)-2-hydroxyethyl)-1,2,4-oxadiazol-5-yl)methyl)-6-(fluoromethyl)-1-methylpyrimidine-2,4(1H,3H)-dione ClC1=CC=C(C=C1)[C@H](CC1=NOC(=N1)CN1C(N(C(=CC1=O)CF)C)=O)O